NC1=NC=CC(=C1Cl)OC1=C(C=C(C=C1)NC(=O)C=1C=NN(C1CC)C1=CC=NC=C1)F N-(4-((2-Amino-3-chloropyridin-4-yl)oxy)-3-fluorophenyl)-5-ethyl-1-(pyridin-4-yl)-1H-pyrazole-4-carboxamide